C1(CC1)CNC=1C=C(C=CC1C(CC)=O)[C@H]1N(CC(N(C1)CCC(F)(F)F)F)CC1=C2C=CN(C2=C(C=C1OC)C)C(=O)OC(C)(C)C tert-Butyl 4-(((2R)-2-(3-((cyclopropylmethyl)amino)-4-propanoylphenyl)-5-fluoro-4-(3,3,3-trifluoropropyl)piperazin-1-yl)methyl)-5-methoxy-7-methylindole-1-carboxylate